(S)-4-((4-((tert-butyldimethylsilyl)oxy)butan-2-yl)oxy)-2-chloro-5-(1-(difluoromethyl)-1H-pyrazol-3-yl)pyridine [Si](C)(C)(C(C)(C)C)OCC[C@H](C)OC1=CC(=NC=C1C1=NN(C=C1)C(F)F)Cl